C1(CC1)CN(C1CCCCC1)CC1=CC=C(C=C1)[C@H]1COC2=C(O1)C=CC=C2 N-(cyclopropylmethyl)-N-{4-[(2S)-2,3-dihydro-1,4-benzodioxin-2-yl]benzyl}cyclohexanamine